COCCOCO[C@@]12CC[C@@H]([C@]2(CCC=C1)C)OCOCC[Si](C)(C)C [2-[([(1s,3as,7ar)-3a-[(2-methoxyethoxy)methoxy]-7a-methyl-2,3,3a,6,7,7a-hexahydro-1h-inden-1-yl]oxy)methoxy]ethyl](trimethyl)silane